4-((4-(Cyclopentylamino)cyclohexyl)amino)-N-(4-(4-methylpiperazin-1-yl)phenyl)-2-oxo-1,2-dihydropyridine-3-carboxamide C1(CCCC1)NC1CCC(CC1)NC1=C(C(NC=C1)=O)C(=O)NC1=CC=C(C=C1)N1CCN(CC1)C